NC1=C(C(=NC=C1C(=O)N1CCC=2N(N=C3CCN(CC1C23)C(C=C)=O)C2=C(C=C(C=C2)C2CC2)O)C(F)(F)F)C 1-(5-(4-amino-5-methyl-6-(trifluoromethyl)nicotinoyl)-2-(4-cyclopropyl-2-hydroxyphenyl)-2,3,4,5,5a,6,8,9-octahydro-7H-1,2,5,7-tetraazabenzo[cd]azulen-7-yl)prop-2-en-1-one